NC=1C=CC(=NC1)N(CCN(C(=O)OC(C)(C)C)C1=NC=C(C=C1)N)C(=O)OC(C)(C)C bis(5-aminopyridin-2-yl)-N,N'-di(tert-butoxycarbonyl)ethylenediamine